FC=1C=C(C#N)C=C(C1)[C@H]1N(OCC1)C(=O)[C@@H]1CC[C@H](CC1)CN1C=CC2=NC=C(C=C21)OC2COC2 trans-3-fluoro-5-[(3S)-2-[4-[[6-(oxetan-3-yloxy)pyrrolo[3,2-b]pyridin-1-yl]methyl]cyclohexanecarbonyl]isoxazolidin-3-yl]benzonitrile